1-allyl-2,6-dihydroxybenzene C(C=C)C1=C(C=CC=C1O)O